The molecule is an HPODE (hydroperoxyoctadecadienoic acid) in which the double bonds are at positions 9 and 11 (E and Z geometry, respectively) and the hydroperoxy group is at position 13. It has a role as a human xenobiotic metabolite. It is a conjugate acid of a 13-HPODE(1-). CCCCCC(/C=C/C=C\\CCCCCCCC(=O)O)OO